[Cl-].[Cl-].FC(C=1C=C(C=CC1)C(=[Zr+2](C1=CC=CC2=C3C(=C4C=5C=CC=CC5CC4=C21)C=CC=C3)C3C=CC=C3)C3=CC(=CC=C3)C(F)(F)F)(F)F di(m-trifluoromethyl-phenyl)methylene(cyclopentadienyl)(dibenzofluorenyl)zirconium dichloride